2-(3-methyl-4-nitrophenoxy)-1-(piperazin-1-yl)ethanone CC=1C=C(OCC(=O)N2CCNCC2)C=CC1[N+](=O)[O-]